3,4-dimethyl-2,5-hexadiene CC(=CC)C(C=C)C